C[Si]1(CCC1)CCC 1-methyl-1-propyl-silacyclobutane